(7S)-9-(2-chloro-6-fluoro-phenyl)-3,7-dimethyl-16-thia-2,4,5,8-tetraazatetracyclo[8.6.0.02,6.011,15]Hexadeca-1(10),3,5,8,11(15)-pentaene-13-carboxylic acid ethyl ester C(C)OC(=O)C1CC=2C=3C(=N[C@H](C4=NN=C(N4C3SC2C1)C)C)C1=C(C=CC=C1F)Cl